1-isopropyl-1H-pyrazole-3-carboxylic acid ethyl ester C(C)OC(=O)C1=NN(C=C1)C(C)C